3-((tert-butyldiphenylsilyl)oxy)-5-(2-isopropoxy-3-methoxyphenyl)pentanoic acid [Si](C1=CC=CC=C1)(C1=CC=CC=C1)(C(C)(C)C)OC(CC(=O)O)CCC1=C(C(=CC=C1)OC)OC(C)C